ClC1=C(C=C(C=C1)C1=CC(=NC=C1)N1CC2(C1)COC2)CC(C(=O)NC2=CC=C(C=C2)C=2N(C=NC2)C)NC(=O)C=2N(N=CC2)C N-[1-[[2-chloro-5-[2-(6-oxa-2-azaspiro[3.3]heptan-2-yl)-4-pyridyl]phenyl]methyl]-2-[4-(3-methylimidazol-4-yl)anilino]-2-oxo-ethyl]-2-methyl-pyrazole-3-carboxamide